3-(4-((4-(4-(1,2-di(4-hydroxyphenyl)but-1-en-1-yl)phenyl)piperazin-1-yl)methyl)phenyl)piperidine-2,6-dione OC1=CC=C(C=C1)C(=C(CC)C1=CC=C(C=C1)O)C1=CC=C(C=C1)N1CCN(CC1)CC1=CC=C(C=C1)C1C(NC(CC1)=O)=O